5-Fluoro-6-(2-methoxyethoxy)-3-(3-{4-[3-(1H-pyrazol-1-yl)azetidin-1-carbonyl]phenyl}-1,2-oxazol-5-yl)-1H-indazol FC=1C=C2C(=NNC2=CC1OCCOC)C1=CC(=NO1)C1=CC=C(C=C1)C(=O)N1CC(C1)N1N=CC=C1